O1COC2=C1C=CC(=C2)C=C2C(NC(=N2)NC2=CC=CC=C2)=O 5-(1,3-benzodioxol-5-ylmethylene)-3,5-dihydro-2-(phenylamino)-4H-imidazol-4-one